CC1(C(CC2=CC=CC=C12)NC=1C=CC(=NC1)[C@@H](C(F)(F)F)N(C(=O)C1CNCCC1)C)C N-((1S)-1-(5-((1,1-Dimethyl-2,3-dihydro-1H-inden-2-yl)amino)pyridin-2-yl)-2,2,2-trifluoroethyl)-N-methylpiperidine-3-carboxamide